nonacyclo[10.10.1.15,8.114,21.116,19.02,11.04,9.013,22.015,20]-6-hexacosen C12C3CC4C5C=CC(C4CC3C(C3C4C6C7CCC(C6C(C31)C4)C7)C2)C5